2-[(4-{3-[(2-chloro-4-methylphenyl)methyl]benzoyl}piperazin-1-yl)methyl]-1-[(1-ethyl-1H-imidazol-5-yl)methyl]-1H-1,3-benzodiazole-6-carboxylic acid ClC1=C(C=CC(=C1)C)CC=1C=C(C(=O)N2CCN(CC2)CC2=NC3=C(N2CC2=CN=CN2CC)C=C(C=C3)C(=O)O)C=CC1